(S)-6-(5-carbamoyl-6-(2-methylazetidin-1-yl)-4-(trifluoromethyl)pyridin-2-yl)-6-azaspiro[3.4]octane-2-carboxylic acid C(N)(=O)C=1C(=CC(=NC1N1[C@H](CC1)C)N1CC2(CC(C2)C(=O)O)CC1)C(F)(F)F